C(=O)(O)C=1C2=C(C3=C(C(=C(N3C(=O)O)C=C3C=CC(C=C4C=CC(=CC(C1)=N2)N4)=N3)C(=O)O)C(=O)O)C(=O)O penta-carboxyl-porphyrin